(3R,4S)-3-fluoro-4-[7-(8-methoxy-2-methyl-imidazo[1,2-b]pyridazin-6-yl)-5-oxo-thiazolo[3,2-a]pyrimidin-2-yl]piperidine-1-carboxylate F[C@H]1CN(CC[C@@H]1C1=CN2C(=NC(=CC2=O)C=2C=C(C=3N(N2)C=C(N3)C)OC)S1)C(=O)[O-]